BrC=1C=C(C=CC1)OC1=C(C=C(C=C1)/C=C/C(=O)NC1(CCCC1)C(=O)O)OC (E)-1-(3-(4-((3-bromophenyl)oxy)-3-methoxyphenyl)acrylamido)cyclopentane-1-carboxylic acid